NCCNC(=O)C1=C(C(=C(S1)NC(C(CC)C=1C=C(C=CC1)C)=O)C(=O)OC)C methyl 5-((2-aminoethyl)carbamoyl)-4-methyl-2-(2-(m-tolyl)butanamido)thiophene-3-carboxylate